4,4,5,5-tetramethyl-2-[3-(trifluoromethyl)bicyclo[1.1.1]pent-1-yl]-1,3,2-dioxaborolane CC1(OB(OC1(C)C)C12CC(C1)(C2)C(F)(F)F)C